C1(CCCCC1)SC(C1=C(C=CC=2C=CC(OC21)=O)OCC2=C(C=CC=C2)/C(/C(=O)OC)=C\OC)SC2CCCCC2 (E)-methyl 2-(2-(((8-(bis(cyclohexylthio) methyl)-2-oxo-2H-benzopyran-7-yl) oxy) methyl) phenyl)-3-methoxypropenoate